FC(OC1=CC=C(C=C1)C1=NOC=N1)(F)F 3-[4-(trifluoromethoxy)phenyl]-1,2,4-oxadiazole